O1CC(CC1)CN1C(CNCC1)=O 1-((tetrahydrofuran-3-yl)methyl)piperazin-2-one